ClC=1C=NC=C(C1[C@@H](C)OC=1C=C2C(=NNC2=CC1)C=1C=CC(=NC1)N1CC(C1)(N)C)Cl (R)-1-(5-(5-(1-(3,5-dichloropyridin-4-yl)ethoxy)-1H-indazol-3-yl)pyridin-2-yl)-3-methylazetidin-3-amine